FC1=C(C=C(C=C1)NC(N(CC1=CNC(C2=CC=CC=C12)=O)C)=O)C 3-(4-fluoro-3-methylphenyl)-1-methyl-1-((1-oxo-1,2-dihydroisoquinolin-4-yl)methyl)urea